BrC1=C(C=CC=C1)CCN 2-(2-bromophenyl)ethanamine